C1CNC2C1=C1C=CC=CC1=CC2 tetrahydronaphthazolin